5-(2-(3-bromo-5-fluoro-4-methoxyphenyl)propan-2-yl)oxazole BrC=1C=C(C=C(C1OC)F)C(C)(C)C1=CN=CO1